bis(4-(t-butoxycarbonylmethoxy)phenyl)phenylsulfonium triflate [O-]S(=O)(=O)C(F)(F)F.C(C)(C)(C)OC(=O)COC1=CC=C(C=C1)[S+](C1=CC=CC=C1)C1=CC=C(C=C1)OCC(=O)OC(C)(C)C